hydroxy-chloroacetoxybenzophenone OC=1C(=C(C(=O)C2=CC=CC=C2)C=CC1)OC(CCl)=O